COC(=O)[C@@H]1C([C@H]1C1=CC(=CC(=C1)Cl)Cl)(Cl)Cl |r| trans-rac-2,2-dichloro-3-(3,5-dichlorophenyl)cyclopropane-1-carboxylic acid methyl ester